C(#N)[BH3-].[Na+].BrC1=CC=C2N=CC(=NC2=C1)C(C)N 1-(7-bromoquinoxalin-2-yl)ethane-1-amine sodium cyanoborohydride